C(C)OC(C(C(=O)OCC)(CC1=CC=C(C=C1)C=1C(=NC=CC1)OC)OC[C@H]1O[C@H]([C@@H]([C@]1(C#C)OC(C)=O)OC(C)=O)N1C2=NC(=NC(=C2N=C1)N)Cl)=O 2-(((2r,3r,4r,5r)-3,4-diacetoxy-5-(6-amino-2-chloro-9H-purin-9-yl)-3-ethynyltetrahydrofuran-2-yl)methoxy)-2-(4-(2-methoxypyridin-3-yl)benzyl)-malonic acid diethyl ester